C1CC12CCN(CC2)C=2C=C(C=CC2N2N=NC(=C2)C=2C=C1C=CC=NC1=C(C2)N2CCC(CC2)(F)F)NS(=O)(=O)[C@H](CO)C (2S)-N-(3-{6-azaspiro[2.5]oct-6-yl}-4-{4-[8-(4,4-difluoropiperidin-1-yl)quinolin-6-yl]-1H-1,2,3-triazol-1-yl}phenyl)-1-hydroxypropane-2-sulfonamide